(E)-3-(1,3-benzodioxol-5-yl)-N-(1H-pyrazol-3-yl)-N-(tetrahydrofuran-2-ylmethyl)prop-2-enamide O1COC2=C1C=CC(=C2)/C=C/C(=O)N(CC2OCCC2)C2=NNC=C2